C1(CC1)C(C1CC1)NC(=O)C=1NC(=NN1)C=1C=C(C=CC1)C=1OC(=CN1)C(=O)N[C@H](C(=O)OCC)C(C)C (S)-ethyl 2-(2-(3-(5-((dicyclopropylmethyl)carbamoyl)-4H-1,2,4-triazol-3-yl)phenyl)oxazole-5-carboxamido)-3-methylbutanoate